FC1(C(C=CC=C1)OC)C1=CC(=CC(=C1)C#CC1=CC(=C(C(=C1)OC)OC)OC)[N+](=O)[O-] 1-fluoro-2-methoxyPhenyl-3-nitro-5-((3,4,5-trimethoxyphenyl)ethynyl)benzene